(R)-5-methyl-5-{4-[4-(6-methyl-1H-indol-3-yl)piperidine-1-carbonyl]phenyl}imidazolidine-2,4-dione C[C@]1(C(NC(N1)=O)=O)C1=CC=C(C=C1)C(=O)N1CCC(CC1)C1=CNC2=CC(=CC=C12)C